O(C#N)C1=CC=C(C=C1)C(C)(C)C1=CC(=CC=C1)C(C)(C)C1=CC=C(C=C1)OC#N 1,3-bis[2-(4-cyanatophenyl)propan-2-yl]benzene